C(N)([O-])=O.[Zn+2].CSSC.C(N)([O-])=O dimethyl disulfide zinc carbamate